2-bromo-N-cyclopropyl-2,2-difluoroacetamide BrC(C(=O)NC1CC1)(F)F